difluoromethylpyrazoline FC(F)N1NC=CC1